N=1N(N=C2C1C=CC=C2)C2(CC=CC=C2O)C 2-(2H-benzotriazol-2-yl)-cresol